2,2-bis(3-methyl-4-cyanatophenyl)propane CC=1C=C(C=CC1OC#N)C(C)(C)C1=CC(=C(C=C1)OC#N)C